C(C)(C)(C)N1N=C(C(=C1O)C)C 2-Tert-butyl-4,5-dimethyl-pyrazol-3-ol